FC1=C(C#N)C=CC(=C1)C=1N=C(N(C(C1C1=CC=C(C=C1)OC)=O)C)NC[C@@H]1CNCC1 2-fluoro-4-{5-(4-methoxy-phenyl)-1-methyl-6-oxo-2-[(3S)-(pyrrolidin-3-ylmethyl)-amino]-1,6-dihydro-pyrimidin-4-yl}-benzonitrile